The molecule is a N-acyl-4-hydroxy-15-methylhexadecasphinganine in which the acyl group has 25 carbons and 0 double bonds. It derives from a 15-methylhexadecaphytosphingosine. CCCCCCCCCCCCCCCCCCCCCCCCC(=O)N[C@@H](CO)[C@@H]([C@@H](CCCCCCCCCCC(C)C)O)O